[I-].C(C)(C)(C)OC(=O)NCC=1SC2=C(N1)C=C(C(=C2)OC)OCCC[N+](C)(CC)CC (3-{[2-({[(tert-butoxy)carbonyl]amino}methyl)-6-methoxy-1,3-benzothiazol-5-yl]oxy}propyl)diethylmethylazanium iodide